N-((R)-1-(2-chlorophenyl)-2,2,2-trifluoroethyl)-2-(2,6-dioxopiperidin-3-yl)-4-fluoro-1-oxoisoindoline-5-carboxamide ClC1=C(C=CC=C1)[C@H](C(F)(F)F)NC(=O)C=1C(=C2CN(C(C2=CC1)=O)C1C(NC(CC1)=O)=O)F